CC(CC[N+](CCC(C)C)(CCC(C)C)CCC(C)C)C 3-methyl-N,N,N-tris(3-methylbutyl)-1-butanaminium